BrC1=CC(=CC(=C1)C=C)C(C)(F)F bromo-3-(1,1-difluoroethyl)-5-vinylbenzene